NC(C#CC1=NC(=CC(=N1)C1=NC=2C=CC3=C(C2C=C1)C1=C(S3)C(N[C@@H](CN1)C)=O)C#C)(C)C (R)-3-(2-(3-amino-3-methylbut-1-yn-1-yl)-6-ethynylpyrimidin-4-yl)-10-methyl-9,10,11,12-tetrahydro-8H-[1,4]diazepino[5',6':4,5]thieno[3,2-f]quinolin-8-one